ClC=1C=2CCNC(C2C(=C2C1OC(O2)C21CCC(CC2)(CC1)C(=O)[O-])C)=O 4-(9-chloro-4-methyl-5-oxo-5,6,7,8-tetrahydro-[1,3]dioxolo[4,5-g]isoquinolin-2-yl)bicyclo[2.2.2]octan-1-carboxylate